ClC1=CC(=C(OC(C(=O)O)C)C=C1)C 2-(4-chloro-2-methylphenoxy)propionic acid